BrC=1C=C(C=NC1)S(=O)(=O)N(C)C(C(F)(F)F)C1=CC=C(C=C1)Cl 5-bromo-N-(1-(4-chlorophenyl)-2,2,2-trifluoroethyl)-N-methylpyridine-3-sulfonamide